2-methoxyethyl 2,3-dimethylbutyrate CC(C(=O)OCCOC)C(C)C